COC1=C(C(=O)O)C=C(C=N1)C1=CC=C2C(=NNC2=C1)C(NC)=O 2-methoxy-5-(3-(methylcarbamoyl)-1H-indazol-6-yl)nicotinic acid